C1(=CC=C(C=C1)C=1N=NN(C1)S(=O)(=O)C1CC1)C1=CC=CC=C1 4-([1,1'-Biphenyl]-4-yl)-1-(cyclopropylsulfonyl)-1H-1,2,3-triazole